5-(Bromomethyl)-1H-indole-1-carboxylic acid tert-butyl ester C(C)(C)(C)OC(=O)N1C=CC2=CC(=CC=C12)CBr